2-(Difluoromethyl)-8-((tetrahydro-2H-pyran-2-yl)oxy)-5,6,7,8-tetrahydroquinoline-3-carbonitrile FC(C1=NC=2C(CCCC2C=C1C#N)OC1OCCCC1)F